NC1=C(C=C(C=N1)C1=CC=C(C=C1)C(=O)N1[C@H](CCC1)CN1CCCC1)OC(C)C1=C(C(=CC=C1)F)C(F)(F)F (4-{6-amino-5-[1-(3-fluoro-2-trifluoromethyl-phenyl)-ethoxy]-pyridin-3-yl}-phenyl)-((R)-2-pyrrolidin-1-ylmethyl-pyrrolidin-1-yl)-methanone